6-(5-chloro-6-methoxy-pyridin-3-yl)-N-((4-methoxypyrimidin-2-yl)methyl)pyrimidine-4-carboxamide ClC=1C=C(C=NC1OC)C1=CC(=NC=N1)C(=O)NCC1=NC=CC(=N1)OC